OCCC(C)OCCC(C)=O 4-((4-hydroxybut-2-yl)oxy)-butan-2-one